FC(OC1=NC2=CC(=CC(=C2N=C1)C=1SC2=C(N1)C=C(C1=C2[C@@H]([C@H](O1)CO)C)F)C)F ((7S,8S)-2-(2-(difluoromethoxy)-7-methylquinoxalin-5-yl)-5-fluoro-8-methyl-7,8-dihydrobenzofuro[5,4-d]thiazol-7-yl)methanol